tert-butyl 4-(5-chloronaphthalen-2-yl)piperazine-1-carboxylate ClC1=C2C=CC(=CC2=CC=C1)N1CCN(CC1)C(=O)OC(C)(C)C